2-bromo-N-(4-(4,5-dihydrooxazol-2-yl)-1-(4-fluorophenyl)-1H-pyrazol-5-yl)nicotinamide BrC1=C(C(=O)NC2=C(C=NN2C2=CC=C(C=C2)F)C=2OCCN2)C=CC=N1